Cl.N[C@H](C(=O)NC1=CC=C(C=C1)SCC1=CC=CC=C1)CC1=NC=CC=C1 (S)-2-amino-N-(4-(benzylsulfanyl)phenyl)-3-(pyridin-2-yl)propionamide hydrochloride